diisopropyl-octadecyl-aluminum acetate C(C)(=O)O.C(C)(C)[Al](CCCCCCCCCCCCCCCCCC)C(C)C